3-bromo-1-isopropyl-7-(1-methyl-1H-pyrazol-4-yl)-1,6-naphthyridin-2(1H)-one BrC=1C(N(C2=CC(=NC=C2C1)C=1C=NN(C1)C)C(C)C)=O